6-(2-methoxy-4-(1-phenylethoxy)phenyl)-4-(1,2,3,6-tetrahydropyridin-4-yl)-7H-pyrrolo[2,3-d]pyrimidine COC1=C(C=CC(=C1)OC(C)C1=CC=CC=C1)C1=CC2=C(N=CN=C2C=2CCNCC2)N1